2-cinnamyl-1-phenyl-3-(p-tolyl)propane C(C=CC1=CC=CC=C1)C(CC1=CC=CC=C1)CC1=CC=C(C=C1)C